BrC=1C=C(C=CC1)C1(CC(C1)C)CC(=O)NNC(=S)NC 1-[[2-[1-(3-bromophenyl)-3-methyl-cyclobutyl]acetyl]amino]-3-methyl-thiourea